FC=1C(=C(C=C(C1)C(C)C)C(C(=O)O)N1C[C@@H](CC1)N(CCCCC[C@@H]1NC2=NC=CC=C2CC1)C)OC 2-(3-fluoro-5-isopropyl-2-methoxyphenyl)-2-((R)-3-(methyl(5-((S)-1,2,3,4-tetrahydro-1,8-naphthyridin-2-yl)pentyl)amino)pyrrolidin-1-yl)acetic acid